NC=1C=CC(=C2C=CC(=CC12)C(=O)NC(C)C)C1=CC=C(C=C1)C(F)(F)F 8-amino-N-isopropyl-5-(4-(trifluoromethyl)phenyl)-2-naphthamide